1-((3S,5R)-1-acryloyl-5-(methoxymethyl)pyrrolidin-3-yl)-3-((6-chloro-4-(2,2-difluorocyclopropyl)cinnolin-7-yl)ethynyl)-5-(methylamino)-1H-pyrazole-4-carboxamide C(C=C)(=O)N1C[C@H](C[C@@H]1COC)N1N=C(C(=C1NC)C(=O)N)C#CC1=C(C=C2C(=CN=NC2=C1)C1C(C1)(F)F)Cl